C(C1=CC=CC=C1)OC=1C=C2CCC/C(/C2=CC1)=N\NS(=O)(=O)C1=CC=C(C=C1)C (E)-N'-(6-(benzyloxy)-3,4-dihydronaphthalen-1(2H)-ylidene)-4-methylbenzenesulfonohydrazide